(S)-N-((S)-1-cyclohexyl-2-(4-(5,6-di-fluoro-1-(2-(2-hydroxyethoxy)ethyl)-1H-indole-2-carbonyl)-piperazin-1-yl)-2-oxo-ethyl)-2-(methyl-amino)propanamide C1(CCCCC1)[C@@H](C(=O)N1CCN(CC1)C(=O)C=1N(C2=CC(=C(C=C2C1)F)F)CCOCCO)NC([C@H](C)NC)=O